FC1=CC=C(CC2=CC3=C(OCC(N3)C)N=C2C(=O)NCC(F)(F)F)C=C1 7-(4-fluorobenzyl)-2-methyl-N-(2,2,2-trifluoroethyl)-2,3-dihydro-1H-pyrido[2,3-b][1,4]oxazine-6-carboxamide